COC1=CC=C(COC2=C(C=C(C=C2C(F)(F)F)C2=NOC(=N2)C(=O)NCC2=CC=C(C=C2)OC2=CC=CC=C2)C)C=C1 3-(4-((4-methoxybenzyl)oxy)-3-methyl-5-(trifluoromethyl)phenyl)-N-(4-phenoxybenzyl)-1,2,4-oxadiazole-5-carboxamide